8-chloro-1-(4,4-difluoro-1-methylpyrrolidin-3-yl)-2-[(4-methyl-2H-1,2,3-triazol-2-yl)methyl]-1H-imidazo[4,5-c]quinoline ClC1=CC=2C3=C(C=NC2C=C1)N=C(N3C3CN(CC3(F)F)C)CN3N=CC(=N3)C